tert-Butyl N-[(2R)-2-hydroxy-2-[(5R)-3-(4-methoxyphenyl)-2-oxo-oxazolidin-5-yl]ethyl]carbamate O[C@H](CNC(OC(C)(C)C)=O)[C@H]1CN(C(O1)=O)C1=CC=C(C=C1)OC